COC1=CC=C(C=N1)N1CCC(CC1)C(C)NC(=O)N=[N+]=[N-] (1-(1-(6-methoxypyridin-3-yl)piperidin-4-yl)ethyl)carbamoyl azide